7-Ethylthieno[3,2-b]pyridine-2-carboxylic acid methyl ester COC(=O)C1=CC2=NC=CC(=C2S1)CC